COC(=O)C1=CC(=C2C(=N1)C(CCO2)(C)C)Cl.C(C)C(COOOC(CCCCC)OOOCC(CCCC)CC)CCCC di(2-ethylhexoxyperoxy)hexane methyl-8-chloro-4,4-dimethyl-3,4-dihydro-2H-pyrano[3,2-b]pyridine-6-carboxylate